[C@H]12N(C[C@H](NC1)C2)C2=CC=C(C=C2)N2C(NC(CC2)=O)=O 1-(4-((1R,4R)-2,5-diazabicyclo[2.2.1]heptan-2-yl)phenyl)dihydropyrimidine-2,4(1H,3H)-dione